OC1=C(C=CC=2SC=CC21)C2=NN=C(C(N2C)=O)N2CCC1C2N(CCC1)C 3-(4-hydroxybenzo[b]thiophen-5-yl)-4-methyl-6-(7-methyloctahydro-1H-pyrrolo[2,3-b]pyridin-1-yl)-1,2,4-triazin-5(4H)-one